C(C)OC(CC(C=1C=NC(=NC1)OC)C=1SC=C(N1)CCCC(C)O)=O 3-(4-(4-hydroxypentyl)thiazol-2-yl)-3-(2-methoxypyrimidin-5-yl)propionic acid ethyl ester